3,4-Dichloro-10-(1-tetrahydropyran-2-ylpyrazol-4-yl)-6,7,8,9-tetrahydropyrido[1,2-a]indol-7-amine ClC1=CC=C2C(=C3N(C2=C1Cl)CC(CC3)N)C=3C=NN(C3)C3OCCCC3